COC(=O)C1=C(C2=C(OCO2)C(=C1)OCC1=CC=CC=C1)[N+](=O)[O-] 7-benzyloxy-4-nitrobenzo[d][1,3]dioxole-5-carboxylic acid methyl ester